N1C=CC=2C1=NC=CC2C2=CC(=NN2)C2CCN(CC2)S(=O)(=O)F 4-(5-(1H-pyrrolo[2,3-b]pyridin-4-yl)-1H-pyrazol-3-yl)piperidine-1-sulfonyl fluoride